(3Z,6Z-9R,10S)-9,10-epoxy-octadecadienol C(=C\C=C/CCCC[C@@H]1[C@H](CCCCCCCC)O1)O